N-(2-((2-(dimethylamino)ethyl)(methyl)amino)-5-nitrophenyl)acetamide CN(CCN(C1=C(C=C(C=C1)[N+](=O)[O-])NC(C)=O)C)C